aluminum phthalic acid C(C=1C(C(=O)O)=CC=CC1)(=O)O.[Al]